methyl (2S,4S)-4-methylpyrrolidine-2-carboxylate hydrochloride Cl.C[C@H]1C[C@H](NC1)C(=O)OC